C(#N)C=1C=C(C(=NC1)C1CN(C1)C(=O)OC(C)(C)C)C tert-butyl 3-(5-cyano-3-methylpyridin-2-yl)azetidine-1-carboxylate